tert-Butyl N-[2-[tert-butyl(dimethyl)silyl]oxyethyl]-N-[(3R)-1-[4-(2,6-dioxo-3-piperidyl) phenyl]pyrrolidin-3-yl]carbamate [Si](C)(C)(C(C)(C)C)OCCN(C(OC(C)(C)C)=O)[C@H]1CN(CC1)C1=CC=C(C=C1)C1C(NC(CC1)=O)=O